5-(4-trifluoromethylphenyl)-4H-[1,2,4]-triazole-3-thiol FC(C1=CC=C(C=C1)C=1NC(=NN1)S)(F)F